O=C1N(C2=CC(=CC=C2C(N1)=O)C(=O)OCC)C1=CC=CC=C1 ethyl 2,4-dioxo-1-phenyl-1,3-dihydro-quinazoline-7-carboxylate